C(C)(C)(C)[C@H]1C(N(CCC1NC)C(=O)OC1=CC=C2C(C(COC2=C1)C1=CC=C(C=C1)O)C1=CC(=C(C=C1)OC)F)(C)C 3-(4-hydroxyphenyl)-4-(4-methoxy-3-fluorophenyl)chroman-7-ol Tert-butyl-(R)-2,2-dimethyl-4-(methylamino)piperidine-1-carboxylate